OC1(CC2(CCN(C2)C(=O)OC(C)(C)C)CC1)C1=CC=C(C=C1)C(F)(F)F tert-butyl 7-hydroxy-7-[4-(trifluoromethyl)phenyl]-2-azaspiro[4.4]nonane-2-carboxylate